4-(4-fluorophenyl)-1-(pyridin-2-yl)piperidin-4-ol FC1=CC=C(C=C1)C1(CCN(CC1)C1=NC=CC=C1)O